(1-(1H-indol-3-yl)hexane-2-yl)-7-(1-methyl-1H-1,2,4-triazol-3-yl)-5,6,7,8-tetrahydroimidazo[1,2-a]pyrazine-2-carboxamide N1C=C(C2=CC=CC=C12)CC(CCCC)C1=C(N=C2N1CCN(C2)C2=NN(C=N2)C)C(=O)N